1-((3-(benzyloxy)benzyl)oxy)cyclohexane-1-carboxylic acid C(C1=CC=CC=C1)OC=1C=C(COC2(CCCCC2)C(=O)O)C=CC1